4-hydroxy-3-methyl-6-oxo-2,3-dihydro-1H-pyridine-5-carboxamide OC=1C(CNC(C1C(=O)N)=O)C